2-(1,3-dioxapentan-2-yl)-4-methoxy-6-methyl-3-nitropyridine OC(OCC)C1=NC(=CC(=C1[N+](=O)[O-])OC)C